NC1=C(C=C(C=C1)N)Cl 2,5-diaminochlorobenzene